N,N'-diethyl-4,4'-bipyridyl C(C)N1C=CC(C=C1)=C1C=CN(C=C1)CC